C(C)(C)(C)OC(=O)NC(N1C[C@@H](CCC1)C1=NC(=NO1)C1=CC(=C(C=C1)OCCCCCCCCCC)C(F)(F)F)=NC(OC(C)(C)C)=O tert-butyl (R)-(((tert-butoxycarbonyl)amino)(3-(3-(4-(decyloxy)-3-(trifluoromethyl)phenyl)-1,2,4-oxadiazol-5-yl)piperidin-1-yl)methylene)carbamate